5-pentylcarbonate CCCCCOC([O-])=O